[2-(3-thienyl)-1,3-dithian-2-yl]methanol S1C=C(C=C1)C1(SCCCS1)CO